(3-methoxylphenyl)boronic acid O(C)C=1C=C(C=CC1)B(O)O